ClC=1C=NC=CC1C1=CNC2=C1C=1N(C(=N2)N2CCC3(CC2)OC2=C([C@H]3N)C=CC=C2)C=CN1 (R)-1'-(9-(3-chloropyridin-4-yl)-7H-imidazo[1,2-c]pyrrolo[3,2-e]pyrimidin-5-yl)-3H-spiro[benzofuran-2,4'-piperidin]-3-amine